CN1CC(CC1)C=1C2=C(N=C(N1)N1CCOCC1)N(CC2)C2=CC=CC=C2 4-(4-(1-methylpyrrolidin-3-yl)-7-phenyl-6,7-dihydro-5H-pyrrolo[2,3-d]pyrimidin-2-yl)morpholine